(R)-N-(4-amino-3-hydroxybicyclo[2.2.2]oct-1-yl)-2-(4-chloro-3-fluorophenoxy)acetamide 2,2,2-trifluoroacetate salt FC(C(=O)O)(F)F.NC12[C@@H](CC(CC1)(CC2)NC(COC2=CC(=C(C=C2)Cl)F)=O)O